Cl.C1C2N(CCN1)C(CCC2)=O 1,2,3,4,7,8,9,9a-octahydropyrido[1,2-a]pyrazin-6-one hydrochloride salt